(R)-6-(trifluoromethyl)-2,3-dihydrofuro[2,3-b]pyridin FC(C1=CC=C2C(=N1)OCC2)(F)F